NC(CCC1=CC=C(C=C1)C(C(=O)OCC1=CC=CC=C1)(C)C)=O benzyl 2-(4-(3-amino-3-oxopropyl)phenyl)-2-methylpropanoate